5-glutamyl-histamine N[C@@H](CCC(=O)O)C(=O)C1=C(CCN)N=CN1